CC(C)CCC[C@@H](C)[C@H]1CC[C@H]2[C@@H]3C=CC4=CC(CC[C@]4(C)[C@H]3CC[C@]12C)O Cholesta-4,6-dien-3-ol